(S)-N-(1-(1H-indol-3-yl)hexane-2-yl)-6-(4-methylpiperazin-1-yl)thieno[3,2-c]pyridine-2-carboxamide N1C=C(C2=CC=CC=C12)C[C@H](CCCC)NC(=O)C1=CC=2C=NC(=CC2S1)N1CCN(CC1)C